ClC=1C(=CC(=C(C1)S(=O)(=O)NC=1SC(=CN1)Cl)F)NCC1=C(C=C(C=C1)Cl)N1CCOCC1 5-chloro-4-((4-chloro-2-morpholinylbenzyl)amino)-N-(5-chlorothiazol-2-yl)-2-fluoro-benzenesulfonamide